tert-butyl 4-[4-(3-chloro-4-fluoro-phenyl)sulfonylbutoxy]piperidine-1-carboxylate ClC=1C=C(C=CC1F)S(=O)(=O)CCCCOC1CCN(CC1)C(=O)OC(C)(C)C